N1-methyl-4-nitrobenzene-1,3-diamine CNC1=CC(=C(C=C1)[N+](=O)[O-])N